C(C)(C)(C)N=CC=NC(C)(C)C N,N'-di-t-butyl-ethane-1,2-diimine